3-(2-(allyloxy)-4-bromo-6-fluorophenyl)-3-oxopropanenitrile C(C=C)OC1=C(C(=CC(=C1)Br)F)C(CC#N)=O